2-methoxy-5-(5-methylpiperidin-3-yl)pyridine, trifluoroacetic acid salt FC(C(=O)O)(F)F.COC1=NC=C(C=C1)C1CNCC(C1)C